4-(4-(4-fluorophenoxy)benzyl)-5-methyl-2-(quinolin-6-yl)oxazole FC1=CC=C(OC2=CC=C(CC=3N=C(OC3C)C=3C=C4C=CC=NC4=CC3)C=C2)C=C1